tert-butyl (3-(methyl(8-nitroquinolin-4-yl)amino)propyl)carbamate CN(CCCNC(OC(C)(C)C)=O)C1=CC=NC2=C(C=CC=C12)[N+](=O)[O-]